C(C)(C)(C)OC([C@H]([C@@H](CCCB1OC(C(O1)(C)C)(C)C)CNC([C@H](CC)NC(=O)OC(C)(C)C)=O)NC(=O)OCC1=CC=CC=C1)=O.C(C1=CC=CC=C1)ON O-benzyl-Hydroxylamine (2S,3S)-tert-butyl-2-(benzyloxycarbonylamino)-3-(((S)-2-(tert-butoxycarbonylamino)butanamido)methyl)-6-(4,4,5,5-tetramethyl-1,3,2-dioxaborolan-2-yl)hexanoate